C(C)(C)(C)OC(=O)N[C@H](CC1=C(C=2N=NC=C(C2S1)N(C(OC(C)(C)C)=O)CC=1OC=CC1)C)C tert-butyl N-{6-[(2S)-2-[(tert-butoxycarbonyl) amino]propyl]-7-methylthieno[3,2-c]pyridazin-4-yl}-N-(furan-2-ylmethyl)carbamate